ethyl 5-(2-ethoxy-2-oxoacetyl)-2,4-dimethyl-1H-pyrrol-3-carboxylate C(C)OC(C(=O)C1=C(C(=C(N1)C)C(=O)OCC)C)=O